O=C1C(=CN(C2=NC(=CC=C12)N1CC(C1)=O)C1=NC=NS1)C(=O)O 4-oxo-7-(3-oxo-azetidin-1-yl)-1-(1,2,4-thiadiazol-5-yl)-1,4-dihydro-1,8-naphthyridine-3-carboxylic acid